O=C1NC(CCC1C1=NN(C2=CC(=CC=C12)NC(CN1CCC2(CC(C2)COC2=C(C(=CC=C2)B2OC(C(O2)(C)C)(C)C)C)CC1)=O)C)=O N-(3-(2,6-dioxopiperidin-3-yl)-1-methyl-1H-indazol-6-yl)-2-(2-((2-methyl-3-(4,4,5,5-tetramethyl-1,3,2-dioxaborolan-2-yl)phenoxy)methyl)-7-azaspiro[3.5]nonan-7-yl)acetamide